N-ACETYLASPARAGINE C(C)(=O)N[C@@H](CC(N)=O)C(=O)O